ClC=1C=C2CCC[C@]3(C2=CC1)CN(C1=C(OC3)C=CC(=C1)[C@@H](C(=O)OC)CC(=O)OC(C)(C)C)C[C@H]1[C@@H](CC1)CO (S)-4-TERT-BUTYL 1-METHYL 2-((S)-6'-CHLORO-5-(((1R,2R)-2-(HYDROXYMETHYL)CYCLOBUTYL)METHYL)-3',4,4',5-TETRAHYDRO-2H,2'H-SPIRO[BENZO[B][1,4]OXAZEPINE-3,1'-NAPHTHALEN]-7-YL)SUCCINATE